cyclopentyl-dimethoxymethyl-silane C1(CCCC1)[SiH2]C(OC)OC